2-methyl-4-(5-(trifluoromethyl)-5-(3,5-bis(trifluoromethyl)phenyl)-4,5-dihydroisoxazol-3-yl)benzoyl chloride CC1=C(C(=O)Cl)C=CC(=C1)C1=NOC(C1)(C1=CC(=CC(=C1)C(F)(F)F)C(F)(F)F)C(F)(F)F